C(C)(C)(C)OC(=O)N1CC2(C1)CC(C2)C2=CC(=C1C(=N2)C(=CS1)C(NC)=O)C(F)(F)F 6-(3-(methylcarbamoyl)-7-(trifluoromethyl)thieno[3,2-b]pyridin-5-yl)-2-azaspiro[3.3]heptane-2-carboxylic acid tert-butyl ester